C1=CC=C2C=CC3=CC=CC4=C5C(=C1C2=C34)C=3C=CC=CC3N5 indolopyrene